C(C=C)(=O)OCC Ethyl acrylate